FC(CNC1CCC(CC1)N)(C)C (1r,4r)-N1-(2-fluoro-2-methylpropyl)cyclohexane-1,4-diamine